2-cyclohexylaminoethane-1-sulfonic acid C1(CCCCC1)NCCS(=O)(=O)O